methyl (S)-3-(5-bromo-2-fluorophenyl)-4-(2,7-diazaspiro[3.5]nonane-2-yl)butanoate BrC=1C=CC(=C(C1)[C@H](CC(=O)OC)CN1CC2(C1)CCNCC2)F